COC1=C(C=C2C(=NC=NC2=C1)NC=1C=CC=C2C=NN(C12)C)OC1CCN(CC1)C(C=C)=O 1-(4-((7-methoxy-4-((1-methyl-1H-indazol-7-yl)-amino)quinazolin-6-yl)-oxy)piperidin-1-yl)prop-2-en-1-one